C(C)(C)(C)C=1C=C(C=C(C1O)C(C)(C)C)C=CC1=CC(=C(C(=C1)C(C)(C)C)O)C(C)(C)C bis[3,5-di-t-butyl-4-hydroxyphenyl]ethylene